ClC1=C(C2=C(C=3C=NC(=NC13)OCC1(CC1)CN1CCC(CC1)=CF)COC2)C2=CC=C(C=1SC(=C(C12)C#N)NC(OC(C)(C)C)=O)F Tert-butyl (4-(5-chloro-3-((1-((4-(fluoromethylidene)piperidin-1-yl)methyl)cyclopropyl)methoxy)-7,9-dihydrofuro[3,4-f]quinazolin-6-yl)-3-cyano-7-fluorobenzo[b]thiophen-2-yl)carbamate